Cl.FC12CC(C1)(C2)N 3-fluorobicyclo[1.1.1]pentan-1-amine hydrochloride